ethylene 1,2-bis(3,4-epoxycyclohexanecarboxylate) C1(CC2C(CC1)O2)C(=O)OCCOC(=O)C2CC1C(CC2)O1